[Cl-].C(CCCCCCC)N1CN(C=C1)CCCCCCCC 1,3-dioctyl-imidazole chloride